FC=1C=C2C(=NC1)CCC2 3-fluoro-6,7-dihydro-5H-cyclopenta[b]pyridine